2-(trifluoromethyl)benzonitrile hydrochloride Cl.FC(C1=C(C#N)C=CC=C1)(F)F